CNC.ClC1=CC(=C(OCC(=O)O)C=C1)C 4-chloro-2-methylphenoxyacetic acid dimethylamine salt